O=C(CCC(=O)O)C=1C=NC=CC1 4-oxo-4-(3-pyridyl)butanoic acid